C(C)C1=NOC=C1C(=O)N[C@H](C(=O)NC1=NC(=C(C=C1)C=1C(=NNC1C)CC)F)C1CCC(CC1)C 3-ethyl-N-[(1S)-2-[[5-(3-ethyl-5-methyl-1H-pyrazol-4-yl)-6-fluoro-2-pyridyl]amino]-1-(4-methylcyclohexyl)-2-oxo-ethyl]isoxazole-4-carboxamide